ClC=1C=C(C=CC1OCC1=NC=CC=C1F)NC1=NC=C(C(=N1)C=1C=C(C2=C(N(C(=N2)C)C(C)C)C1)F)C N-(3-chloro-4-((3-fluoropyridin-2-yl)methoxy)phenyl)-5-methyl-4-(4-fluoro-1-isopropyl-2-methyl-1H-benzimidazol-6-yl)pyrimidin-2-amine